N-[4-[2-(4-aminocyclohexyl)-1H-imidazol-5-yl]-3-cyclopropylsulfonyl-phenyl]-5-methyl-1H-pyrazol-3-amine NC1CCC(CC1)C=1NC(=CN1)C1=C(C=C(C=C1)NC1=NNC(=C1)C)S(=O)(=O)C1CC1